ClC=1C(=CC(=NC1)OC)C1=CC(=NN1)C(=O)N1C2(CC2)CCCC1 4-[5-(5-chloro-2-methoxypyridin-4-yl)-1H-pyrazole-3-carbonyl]-4-azaspiro[2.5]octane